4'-(naphthalene-2,3-diyl-bis(1H-1,2,3-triazole-4,1-diyl))bis(2-hydroxybenzoic acid) C1=C(C(=CC2=CC=CC=C12)C=1N=NN(C1)C=1C(=C(C(=O)O)C=CC1)O)C=1N=NN(C1)C=1C(=C(C(=O)O)C=CC1)O